C1(CC1)C#CC1=CC(=C(C=C1)COC1=NC=C(C(=N1)C1=CCN(CC1)CC1=NC2=C(N1C[C@H]1OCC1)C=C(C=C2)C(=O)O)F)F (S)-2-((4-(2-(4-(cyclopropylethynyl)-2-fluorophenylmethoxy)-5-fluoropyrimidin-4-yl)-5,6-dihydropyridin-1(2H)-yl)methyl)-1-(oxetan-2-ylmethyl)-1H-benzo[d]imidazole-6-carboxylic acid